2-chloro-2',4',5',6'-tetrahydro-5H-spiro[furo[3,4-d]pyrimidine-7,3'-pyran] ClC=1N=CC2=C(N1)C1(COCCC1)OC2